(S)-1-(3-(4-amino-7-chloro-3-((2,6-dichloro-3,5-dimethoxyphenyl)ethynyl)-1H-pyrazolo[4,3-c]pyridin-1-yl)pyrrolidin-1-yl)prop-2-en-1-one NC1=NC=C(C2=C1C(=NN2[C@@H]2CN(CC2)C(C=C)=O)C#CC2=C(C(=CC(=C2Cl)OC)OC)Cl)Cl